1-azidonaphthalene N(=[N+]=[N-])C1=CC=CC2=CC=CC=C12